2-(2,2-dimethyl-1,3-dioxan-5-yl)ethyl (4-nitrophenyl) carbonate C(OCCC1COC(OC1)(C)C)(OC1=CC=C(C=C1)[N+](=O)[O-])=O